5-(7-chloro-3,3-dimethyl-2,3-dihydrobenzofuran-5-yl)-1,3,4-oxadiazol-2-ol ClC1=CC(=CC=2C(COC21)(C)C)C2=NN=C(O2)O